C(#N)CCOC1=NC(=NC=C1)NC1=C(C(OC(=C1)C(=O)NC=1SC(=NN1)N1N=CC=C1C)=O)OC 4-((4-(2-cyanoethoxy)pyrimidin-2-yl)amino)-3-methoxy-N-(5-(5-methyl-1H-pyrazol-1-yl)-1,3,4-thiadiazol-2-yl)-2-oxo-2H-pyran-6-carboxamide